FC1=C(C=CC(=C1)OC(F)(F)F)[C@@H](NC(=O)N1[C@@H](C(NCC1)=O)C)[C@@H]1C[C@H](C1)C(F)(F)F (2R)-N-((S)-(2-fluoro-4-(trifluoromethoxy)phenyl)(trans-3-(trifluoromethyl)cyclobutyl)methyl)-2-methyl-3-oxopiperazine-1-carboxamide